BrC=1C=CC(=C(C1)[C@H](CC(=O)OCC)NC(=O)OC(C)(C)C)F ethyl (3S)-3-(5-bromo-2-fluorophenyl)-3-[(tert-butoxycarbonyl) amino]propanoate